C(C)(C)(C)OC(=O)NC1CN(CCC1O)C(=O)OCC1=CC=CC=C1 benzyl 3-(tert-butoxycarbonylamino)-4-hydroxy-piperidine-1-carboxylate